3-(2,6-difluoro-3,5-dimethoxyphenyl)-7-(1,3-dimethyl-1H-pyrazol-4-yl)-1-(pyridazin-3-ylmethyl)-3,4-dihydropyrido[4,3-d]pyrimidin-2(1H)-one FC1=C(C(=C(C=C1OC)OC)F)N1C(N(C2=C(C1)C=NC(=C2)C=2C(=NN(C2)C)C)CC=2N=NC=CC2)=O